hafnium Tantalum [Ta].[Hf]